C(CC(=O)OCC)(C(=O)OCC)C(=O)OCC triethyl 1,1,2-ethanetricarboxylate